N-[(1S)-1-[(3S,3aS,6aR)-3-[[[(3S)-2-oxopyrrolidin-3-yl]methylamino]carbamoyl]-3,3a,4,5,6,6a-hexahydro-1H-cyclopenta[c]pyrrole-2-carbonyl]propyl]-2,2,2-trifluoro-acetamide O=C1NCC[C@H]1CNNC(=O)[C@@H]1[C@@H]2[C@H](CN1C(=O)[C@H](CC)NC(C(F)(F)F)=O)CCC2